1-CBZ-3,4-epoxypiperidine C(=O)(OCC1=CC=CC=C1)N1CC2C(CC1)O2